CCC(CC)O[C@@H]1C=CC[C@]2(N[C@@H]12)C(=O)OCC ethyl (1R,5R,6R)-5-(pentan-3-yloxy)-7-azabicyclo[4.1.0]hept-3-enecarboxylate